CN1C(C(=CC=C1C)C#N)=O 1,6-dimethyl-2-oxo-1,2-dihydropyridin-3-carbonitrile